BrC=1C(=C(N)C(=CC1F)F)Cl 3-bromo-2-chloro-4,6-difluoroaniline